tert-butyl 1'-[(oxan-4-yl)methyl]-1,2-dihydrospiro[indole-3,4'-piperidine]-1-carboxylate O1CCC(CC1)CN1CCC2(CC1)CN(C1=CC=CC=C12)C(=O)OC(C)(C)C